tert-butyl (2S)-3-methyl-2-[methyl-[(3S)-pyrrolidine-3-carbonyl]amino]butanoate CC([C@@H](C(=O)OC(C)(C)C)N(C(=O)[C@@H]1CNCC1)C)C